2-{1-[(tert-butoxy)carbonyl]-3-chloroacridin-3-yl}-5-chloro-1,3-thiazole-4-carboxylic acid C(C)(C)(C)OC(=O)C=1CC(C=C2N=C3C=CC=CC3=CC12)(Cl)C=1SC(=C(N1)C(=O)O)Cl